[C@H]12N(C[C@H](NC1)C2)C2=C(C=C(C=C2)F)NC(=O)C2=NC(=NC=C2)C2=C(C=CC=C2OC)F N-(2-((1r,4r)-2,5-diazabicyclo[2.2.1]hept-2-yl)-5-fluorophenyl)-2-(2-fluoro-6-methoxyphenyl)pyrimidine-4-carboxamide